BrCCC1=CC=C(C=C1)CCCCC 1-(2-bromoethyl)-4-pentylbenzene